hydroxide Tin [Sn+4].[OH-].[OH-].[OH-].[OH-]